ClC1=CC(=C(COC2=NC=C(C(=N2)C2=CC(=C(C=3CCOC32)CC3=NC2=C(N3C[C@H]3OCC3)C=C(C=C2OC)C(=O)O)F)F)C=C1)F (S)-2-((7-(2-((4-chloro-2-fluorobenzyl)oxy)-5-fluoropyrimidin-4-yl)-5-fluoro-2,3-dihydrobenzofuran-4-yl)methyl)-4-methoxy-1-(oxetan-2-ylmethyl)-1H-benzo[d]imidazole-6-carboxylic acid